N-((1,2,3,5,6,7-hexahydro-s-indacen-4-yl)carbamoyl)-1-isopropyl-1H-pyrazole-3-sulfonamide C1CCC2=C(C=3CCCC3C=C12)NC(=O)NS(=O)(=O)C1=NN(C=C1)C(C)C